CSC=1NC(=CC(N1)=O)CCC 2-(methylthio)-6-propylpyrimidin-4(1H)-one